3-(4-(chloromethyl)phenyl)-5-(5-fluoropyridin-2-yl)-2-(pyridin-3-yl)-3H-imidazo[4,5-b]pyridine ClCC1=CC=C(C=C1)N1C(=NC=2C1=NC(=CC2)C2=NC=C(C=C2)F)C=2C=NC=CC2